2-(4-bromo-1H-pyrazol-1-yl)-2-(3,4-dichlorophenyl)-N,N-dimethylethan-1-amine BrC=1C=NN(C1)C(CN(C)C)C1=CC(=C(C=C1)Cl)Cl